N1(CCCCC1)CCCCCCCCCCCCCCCC piperidinohexadecane